C(C)(C)(C)OC(=O)N1CCC(CCC1)=O 4-oxoazepan-1-carboxylic acid tert-butyl ester